ClC=1C=C2C(C(=C(N(C2=CC1OC)O)C)C1=CC=C(C=C1)C1=CC=C(C=C1)OC(F)(F)F)=O 6-Chloro-1-hydroxy-7-methoxy-2-methyl-3-(4'-(trifluoromethoxy)-[1,1'-biphenyl]-4-yl)quinolin-4(1H)-one